N-[1,3]Dioxolo[4',5':3,4]benzo[2,1-d]thiazol-7-yl-2-(4-ethanesulfonyl-phenyl)-acetamide O1COC=2C1=C1N=C(SC1=CC2)NC(CC2=CC=C(C=C2)S(=O)(=O)CC)=O